C1(=CC=CC=C1)S(=O)(=O)OC(C(C(C)OC(C1=CC=CC=C1)=O)CC)C 3-ethyl-2,4-pentanediol benzoate benzenesulfonate